N-(8,9-difluoro-6-oxo-1,4,5,6-tetrahydro-2H-pyrano[3,4-c]isoquinolin-1-yl)-N-methyl-4H-furo[3,2-b]pyrrole-5-carboxamide FC=1C(=CC=2C3=C(NC(C2C1)=O)COCC3N(C(=O)C3=CC1=C(N3)C=CO1)C)F